4-methoxy-6-{[(4-methoxyphenyl)methyl]amino}pyridine-3-carboxamide COC1=C(C=NC(=C1)NCC1=CC=C(C=C1)OC)C(=O)N